(R)-4-chloro-N-(3-chloro-5-(phenylethynyl)pyridin-2-yl)-1-(tetrahydrofuran-3-yl)-1H-pyrazole-5-carboxamide ClC=1C=NN(C1C(=O)NC1=NC=C(C=C1Cl)C#CC1=CC=CC=C1)[C@H]1COCC1